C(C)(C)(C)OC(=O)N1C(C2(C3=CC=CC=C13)OCCC2)P(=O)(C2=CC=CC=C2)C2=CC=CC=C2 (diphenylphosphoryl)-4,5-dihydro-3H-spiro[furan-2,3'-indoline]-1'-carboxylic acid tert-butyl ester